N-{[5-(chlorodifluoromethyl)-1,2,4-oxadiazol-3-yl]methyl}-6-methyl-4-[(1-methylcyclopropyl)amino]furo[2,3-d]pyrimidine-5-carboxamide ClC(C1=NC(=NO1)CNC(=O)C1=C(OC=2N=CN=C(C21)NC2(CC2)C)C)(F)F